tert-butyl N-[(1S)-1-[[4-[1-(benzenesulfonyl)-2-methyl-pyrrolo[2,3-b]pyridin-4-yl]-3-methyl-phenyl]carbamoyl]-2-fluoro-2-methyl-propyl]carbamate C1(=CC=CC=C1)S(=O)(=O)N1C(=CC=2C1=NC=CC2C2=C(C=C(C=C2)NC(=O)[C@@H](C(C)(C)F)NC(OC(C)(C)C)=O)C)C